ClC=1C2=C(C=NC1)C(=NN2[C@H]2CN(CC2)C(C=C)=O)C2=CC=C(C=C2)OC2=C(C(=CC=C2)OC)F (R)-1-(3-(7-chloro-3-(4-(2-fluoro-3-methoxyphenoxy)phenyl)-1H-pyrazolo[4,3-c]pyridin-1-yl)pyrrolidin-1-yl)prop-2-en-1-one